bis(2,3,6-trifluorophenyl)borane FC1=C(C(=CC=C1F)F)BC1=C(C(=CC=C1F)F)F